7-amino-2-bromo-12-oxa-3-thia-6-azatricyclo[6.4.1.04,13]trideca-1,4(13),7-trien-5-one NC=1NC(C=2SC(=C3OCCCC1C32)Br)=O